BrC=1C=C2C(=NC1)NC(=C2C2=CC(=CC=C2)F)CN(C)C 1-(5-bromo-3-(3-fluorophenyl)-1H-pyrrolo[2,3-b]pyridin-2-yl)-N,N-dimethylmethanamine